FC1([C@@H](CNCC1)NC=1C2=C(N=CN1)C(=CC(=N2)C2=CC=C(C=C2)OCC2(CC2)O)C(=O)N)F 4-{[(3R)-4,4-difluoropiperidin-3-yl]amino}-6-{4-[(1-hydroxycyclopropyl)methoxy]phenyl}pyrido[3,2-d]pyrimidine-8-carboxamide